C1=C(C=CC2=CC=CC=C12)S(=O)[O-] β-naphthalenesulfinate